CN1CCN(CC1)C=1C=C(C=CC1)NC=1N=CC2=C(N1)NC=C2C2=CC=1N(C=C2)N=CC1C(=O)NC1CCN(CC1)C 5-(2-((3-(4-methylpiperazin-1-yl)phenyl)amino)-7H-pyrrolo[2,3-d]pyrimidin-5-yl)-N-(1-methylpiperidin-4-yl)pyrazolo[1,5-a]pyridine-3-carboxamide